4-(4-Fluorophenyl)piperidine-1-carbonyl-7-oxa-5-azaspiro[3.4]octan-6-one FC1=CC=C(C=C1)C1CCN(CC1)C(=O)C1CCC12NC(OC2)=O